N-methyl-3-({7-morpholino-5-[3-(m-tolyl)-1-pyrazolyl]-3H-1,3,4-triazainden-3-yl}methyl)-1-azetidinecarboxamide CNC(=O)N1CC(C1)CN1C=NC2=C(C=C(N=C12)N1N=C(C=C1)C=1C=C(C=CC1)C)N1CCOCC1